C1(CC1)C1=NN2C(N=C(C=C2)C(C)=O)=C1 1-(2-cyclopropylpyrazolo[1,5-a]pyrimidin-5-yl)ethan-1-one